O1C=CC=2C(=NC=CC21)C2=CC=C(C(=O)N[C@@H]1C[C@@H](CCC1)O)C=C2 4-(furo[3,2-c]pyridin-4-yl)-N-(cis-3-hydroxycyclohexyl)benzamide